C(=O)[O-].C(=O)[O-].C(CCC)[Sn+2]CCCC dibutyl-tin diformate